6-{5-chloro-2-[(oxacyclohex-4-yl)amino]pyrimidin-4-yl}-2-[(2R)-1-(4-methyl-1,4-diazepan-1-yl)-1-oxopropan-2-yl]-2,3-dihydro-1H-isoindol-1-one ClC=1C(=NC(=NC1)NC1CCOCC1)C1=CC=C2CN(C(C2=C1)=O)[C@@H](C(=O)N1CCN(CCC1)C)C